C[C@@H]1CN(C[C@H]2N1CCN(C2)CCC=2C=NC(=CC2)N2CC1(C2)CN(C1)C)C1=C2C=CC=NC2=C(C=C1)C#N 5-[(4R,9aS)-4-methyl-8-[2-[6-(6-methyl-2,6-diazaspiro[3.3]heptan-2-yl)-3-pyridyl]ethyl]-3,4,6,7,9,9a-hexahydro-1H-pyrazino[1,2-a]pyrazin-2-yl]quinoline-8-carbonitrile